FC(C([C@@H](C(=O)O)NC(=O)OC)(C)C)(F)F (S)-4,4,4-trifluoro-2-((methoxycarbonyl)amino)-3,3-dimethylbutanoic acid